(3R,4R)-1-(1-(3,4-difluorobenzyl)-5,6-difluoro-1H-benzimidazol-2-yl)-4-fluoro-3-piperidinamine FC=1C=C(CN2C(=NC3=C2C=C(C(=C3)F)F)N3C[C@H]([C@@H](CC3)F)N)C=CC1F